2-((3-fluorophenyl)sulfonyl)-1-(5-(5-(trifluoromethyl)-1,2,4-oxadiazol-3-yl)pyridin-2-yl)ethan-1-one FC=1C=C(C=CC1)S(=O)(=O)CC(=O)C1=NC=C(C=C1)C1=NOC(=N1)C(F)(F)F